5-methyl-1-(methyl-d3)-1H-pyrazole CC1=CC=NN1C([2H])([2H])[2H]